BrC1=NC(=NN1C)C[C@@H](C(=O)OCCCC)N=C(C1=CC=CC=C1)C1=CC=CC=C1 butyl (2S)-3-(5-bromo-1-methyl-1,2,4-triazol-3-yl)-2-[(diphenylmethylidene)amino]propanoate